Cl.C[C@H]1CN(CCC1)C1CCN(CC1)C=1SC(=CN1)C(=O)O 2-[(3R)-3-methyl[1,4'-bipiperidin]-1'-yl]-1,3-thiazole-5-carboxylic acid hydrochloride